2-(4-chlorophenyl)-2-methyl-propanal ClC1=CC=C(C=C1)C(C=O)(C)C